N-(cyano(isoquinolin-4-yl)methyl)-2-(4-methoxy-1H-indole-2-carbonyl)-2-azaspiro[4.4]nonane-3-carboxamide C(#N)C(NC(=O)C1N(CC2(C1)CCCC2)C(=O)C=2NC1=CC=CC(=C1C2)OC)C2=CN=CC1=CC=CC=C21